FC(CO[C@H]1CC[C@H](CC1)NC=1N=C(C2=C(N1)NC=C2C2=CC=1N(C=C2)N=CC1)OC)F N-(cis-4-(2,2-difluoroethoxy)cyclohexyl)-4-methoxy-5-(pyrazolo[1,5-a]pyridin-5-yl)-7H-pyrrolo[2,3-d]pyrimidin-2-amine